(R)-8-chloro-4-((3-chloro-4-fluorophenyl)amino)-6-(((4-cyanothiophen-2-yl)(1-(1-ethylpiperidin-4-yl)-1H-1,2,3-triazol-4-yl)methyl)amino)quinoline-3-carbonitrile ClC=1C=C(C=C2C(=C(C=NC12)C#N)NC1=CC(=C(C=C1)F)Cl)N[C@H](C=1N=NN(C1)C1CCN(CC1)CC)C=1SC=C(C1)C#N